CN1C(C=CC=C1)C(C)C (1S)-1-methyl-2-(2-propyl)pyridine